[N+](=O)([O-])OCCCC(=O)O 4-(nitrooxy)butyric acid